1-(5-chloropyridin-2-yl)-5,5-difluoro-3-(trifluoromethyl)-1,4,5,6-tetrahydrocyclopenta[b]pyrrol-4-ol ClC=1C=CC(=NC1)N1C2=C(C(=C1)C(F)(F)F)C(C(C2)(F)F)O